C1(CCCCC1)NS(=O)(=O)C1=CC=2C(C3=CC(=CC=C3C2C=C1)S(=O)(=O)NC1CCOCC1)=O N2-cyclohexyl-9-oxo-N7-(tetrahydro-2H-pyran-4-yl)-9H-fluorene-2,7-disulfonamide